copper-tin-vanadium [V].[Sn].[Cu]